((5-chloro-8-hydroxyquinolin-7-yl)(pyridin-3-yl)methyl)acetamide ClC1=C2C=CC=NC2=C(C(=C1)C(C=1C=NC=CC1)CC(=O)N)O